COC(=O)[C@@H]1CN(CC[C@H]1N)C(C)(C)C |r| rac-[R*,R*]-Methyl-4-amino-1-(tert-butyl)piperidine-3-carboxylate